CNC1=C(C(=CC=C1)OC)OC N-methyl-2,3-dimethoxyaniline